C(C1=CC=CC=C1)(=O)ON=C(C(=O)C1=CC=C(C=C1)SC1=CC=CC=C1)CCCCCC N-benzoyloxy-1-(4-phenylsulfanylphenyl)octane-1-one-2-imine